COC1=CC(=NC(=N1)NC=1C=C(C=CC1)C)CNCCO 2-(((6-methoxy-2-(m-tolylamino)pyrimidin-4-yl)methyl)amino)ethan-1-ol